3-(3-(4-(Chloromethyl)phenyl)-5-(4-methyl-1H-1,2,3-triazol-1-yl)-3H-imidazo[4,5-b]pyridin-2-yl)pyridin-2-amine ClCC1=CC=C(C=C1)N1C(=NC=2C1=NC(=CC2)N2N=NC(=C2)C)C=2C(=NC=CC2)N